C12(C(=O)CC(CC1)C2(C)C)CS(=O)(=O)O.C21(C(=O)CC(CC2)C1(C)C)CS(=O)(=O)O.N[C@@H](C(=O)OC)[C@H]1CN2CCC1CC2 methyl (2R)-2-amino-2-[(3R)-1-azabicyclo[2.2.2]octan-3-yl]acetate bis(+)-Camphorsulfonic acid salt